C(#C)C1=CC=CC=2OCOC21 4-ethynylbenzo[d][1,3]dioxole